(5-((benzyloxy)methyl)-1,4-dioxan-2-yl)methanol C(C1=CC=CC=C1)OCC1OCC(OC1)CO